(E)-N-[4-(1-methyl-3-difluoromethyl-1H-pyrazol-5-yloxy)-2,5-dimethylphenyl]formamidine CN1N=C(C=C1OC1=CC(=C(C=C1C)N\C=N\[H])C)C(F)F